C(#N)[C@H](C[C@H]1C(NCC1)=O)NC([C@H](CC(C)(C)C)NC(=O)C=1NC2=CC=CC(=C2C1F)OC)=O N-[(2S)-1-({(1S)-1-cyano-2-[(3S)-2-oxopyrrolidin-3-yl]Ethyl}amino)-4,4-dimethyl-1-oxopentan-2-yl]-3-fluoro-4-methoxy-1H-indole-2-carboxamide